C[C@@H]1CN(CCC1)C[C@H]1NCC2=CC=CC=C2C1 (3S)-3-[[(3S)-3-methyl-1-piperidinyl]methyl]-1,2,3,4-tetrahydroisoquinoline